FC1=C(C(=CC(=C1)OC)F)C1=C(C(N(N1C)C1=CC=C(C=C1)F)=O)NC(C1=CC=C(C=C1)C(F)(F)F)=O N-[5-(2,6-difluoro-4-methoxyphenyl)-2-(4-fluorophenyl)-1-methyl-3-oxo-2,3-dihydro-1H-pyrazol-4-yl]-4-(trifluoromethyl)benzamide